1-(4-(4-fluorobenzyl)-8,8-dimethyl-7,8-dihydro-6H-pyrazolo[1,5-a]pyrrolo[2,3-e]pyridin-6-yl)-2-((2R,5R)-5-methyl-2-(((R)-3-methylmorpholino)methyl)piperazin-1-yl)ethan-1-one FC1=CC=C(CC=2C=3N(C4=C(C2)N(CC4(C)C)C(CN4[C@H](CN[C@@H](C4)C)CN4[C@@H](COCC4)C)=O)N=CC3)C=C1